Pentamethylcyclopentadienyl-(1-isobutylindenyl)hafnium CC1=C(C(=C(C1([Hf]C=1C(C2=CC=CC=C2C1)CC(C)C)C)C)C)C